FC1=C(C(=O)N)C(=CC(=C1)C1=NNC2=NC=C(C=C21)C=2C=CC1=C(CCC(CC1)N1CCCC1)C2)C 2-Fluoro-6-methyl-4-(5-(7-(pyrrolidin-1-yl)-6,7,8,9-tetrahydro-5H-benzo[7]annulen-2-yl)-1H-pyrazolo[3,4-b]pyridin-3-yl)benzamide